FC(C1CCN(CC1)C1=CC=C(C=C1)NC1CC2(C1)CC(C2)N)(F)F N2-(4-(4-(trifluoromethyl)piperidin-1-yl)phenyl)spiro[3.3]heptane-2,6-diamine